2-Hydroxythioxanthen-9-on OC1=CC=2C(C3=CC=CC=C3SC2C=C1)=O